N-(5-chloro-4-(((3R,5S)-5-methylpyrrolidin-3-yl)oxy)-7H-pyrrolo[2,3-d]pyrimidin-2-yl)-3-methylisothiazol-5-amine ClC1=CNC=2N=C(N=C(C21)O[C@H]2CN[C@H](C2)C)NC2=CC(=NS2)C